C(C)(C)C1=CC=C(C=C1)C1=NC(=NN1C)CN1CCC2(OCCC3=C2SC=C3)CC1 1-((5-(4-isopropylphenyl)-1-methyl-1H-1,2,4-triazol-3-yl)methyl)-4',5'-dihydrospiro[piperidine-4,7'-thieno[2,3-c]pyran]